N1CCC(CC1)C(C)(C)O 2-(4-piperidyl)-2-propanol